OC1=CC(=NN1C)C(F)F 5-hydroxy-1-methyl-3-difluoromethyl-1H-pyrazole